N-ethyl-N'-(5-fluoro-2-methyl-4-(3-((2-(trifluoromethoxy)benzyl)oxy)oxetan-3-yl)phenyl)-N-methylformimidamide C(C)N(C=NC1=C(C=C(C(=C1)F)C1(COC1)OCC1=C(C=CC=C1)OC(F)(F)F)C)C